2-ethynyl-N-(5-methyl-1H-pyrazol-3-yl)quinazolin-4-amine C(#C)C1=NC2=CC=CC=C2C(=N1)NC1=NNC(=C1)C